(S)-2-oxo-4-(trifluoromethyl)imidazolidine O=C1NC[C@H](N1)C(F)(F)F